OC1=CC(OC2=C(C(=CC=C12)I)OCOC)=O 4-hydroxy-7-iodo-8-(methoxymethoxy)chromen-2-one